COC(CCC)C=1NC=C[N+]1C 1-methoxybutyl-3-methyl-imidazolium